FC(C)(F)C1=C(C=CC=C1)NC1=NC(=NC=C1C(=O)N)NC1=C(C=C2CCN(CC2=C1)C)OC 4-{[2-(1,1-difluoroethyl)phenyl]amino}-2-[(6-methoxy-2-methyl-1,2,3,4-tetrahydroisoquinolin-7-yl)amino]pyrimidine-5-carboxamide